FC1=C(C=CC=2C(OC(C21)O)=O)CNC(OC(C)(C)C)=O tert-butyl N-[(4-fluoro-3-hydroxy-1-oxo-1,3-dihydro-2-benzofuran-5-yl)methyl]carbamate